N-(8-methoxy-4-methyl-2-oxo-1H-quinolin-6-yl)-2-[(1R,4R)-2-oxa-5-azabicyclo[2.2.1]heptan-5-yl]-5,7-dihydrofuro[3,4-b]pyridine-3-carboxamide COC=1C=C(C=C2C(=CC(NC12)=O)C)NC(=O)C=1C=C2C(=NC1N1[C@H]3CO[C@@H](C1)C3)COC2